C(C)(C)(C)OC(C(C)N1C(C=C(C(=C1)OC)C1=C(C=CC(=C1)Cl)N1N=NC(=C1)C(F)F)=O)=O 2-[4-{5-chloro-2-[4-(difluoromethyl)-1H-1,2,3-triazol-1-yl]phenyl}-5-methoxy-2-oxopyridin-1(2H)-yl]propionic acid tert-butyl ester